(+-)-1,4-anhydroxylitol C1[C@H](O)[C@@H](O)[C@H](O1)CO |r|